O(N)CCC1=C(C=C(C(=C1)C)Cl)Cl 1-[2-(aminoxy)ethyl]-2,4-dichloro-5-methyl-benzene